3-chloro-2-fluorobenzamide ClC=1C(=C(C(=O)N)C=CC1)F